C1CC12COC(=NC2)NC2=CC(=C(OC1=C3C(=NC=C1)NC=C3C=3C=CC(=C(C#N)C3)OC(C)C)C=C2)C(F)(F)F 5-(4-{4-[(5-oxa-7-azaspiro[2.5]oct-6-en-6-yl)amino]-2-(trifluoromethyl)phenoxy}-1H-pyrrolo[2,3-b]pyridin-3-yl)-2-[(propan-2-yl)oxy]benzonitrile